3-bromo-5-chloro-2-ethylpyridine BrC=1C(=NC=C(C1)Cl)CC